N-n-pentadecanoyl-lysine C(CCCCCCCCCCCCCC)(=O)N[C@@H](CCCCN)C(=O)O